FC(C(=O)N[C@@H]1[C@@H](CCCC1)NC(OC(C)(C)C)=O)(F)F cis-tert-Butyl 2-(2,2,2-trifluoroacetamido)cyclohexylcarbamate